(2S,3S,4S)-3,4-bis(benzyloxy)-2-((benzyloxy)methyl)-3,4-dihydro-2H-pyrrole 1-oxide C(C1=CC=CC=C1)O[C@H]1[C@@H]([N+](=C[C@@H]1OCC1=CC=CC=C1)[O-])COCC1=CC=CC=C1